N[C@H]1CN(CC1)S(=O)(=O)NC(=O)C=1C(=NC(=CC1)N1N=C(C=C1)OCC(C)C)N1C(C[C@@H](C1)C)(C)C N-[(3R)-3-Aminopyrrolidin-1-yl]sulfonyl-6-(3-isobutoxypyrazol-1-yl)-2-[(4S)-2,2,4-trimethylpyrrolidin-1-yl]pyridin-3-carboxamid